5-(imidazo[1,2-a]pyrimidin-6-yl)-N-((6-(4-methylpiperazin-1-yl)pyridin-3-yl)methyl)-7H-pyrrolo[2,3-d]pyrimidin-2-amine N=1C=CN2C1N=CC(=C2)C2=CNC=1N=C(N=CC12)NCC=1C=NC(=CC1)N1CCN(CC1)C